FC(C1=CC=C(C=N1)OCCCN1CCN(CC1)C1=C2C=CNC2=CC=C1)(F)F 4-(4-(3-((6-(trifluoromethyl)pyridin-3-yl)oxy)propyl)piperazin-1-yl)-1H-indole